(2S,5R)-7-oxo-N'-propanoyl-6-(sulfooxy)-1,6-diazabicyclo[3.2.1]octane-2-carbohydrazide O=C1N([C@@H]2CC[C@H](N1C2)C(=O)NNC(CC)=O)OS(=O)(=O)O